[Ca].[N].NC(=O)N urea nitrogen calcium